N-(2-amino-6-morpholinopyridin-3-yl)-4-(2-(trifluoromethyl)benzoyl)-1H-pyrrole-2-carboxamide NC1=NC(=CC=C1NC(=O)C=1NC=C(C1)C(C1=C(C=CC=C1)C(F)(F)F)=O)N1CCOCC1